N-(5-(4-(4-acryloylpiperazin-1-yl)-2-hydroxyquinazoline-6-yl)-2-methoxypyridin-3-yl)-2,4-difluorobenzenesulfonamide C(C=C)(=O)N1CCN(CC1)C1=NC(=NC2=CC=C(C=C12)C=1C=C(C(=NC1)OC)NS(=O)(=O)C1=C(C=C(C=C1)F)F)O